4-chloro-2-(oxane-4-carbonyl)pyridine ClC1=CC(=NC=C1)C(=O)C1CCOCC1